(S)-N-(2-(4-((3-(difluoro-methoxy)phenyl)sulfonyl)-6-(2,5-difluorophenyl)-3,4-dihydro-2H-benzo[b][1,4]oxazin-2-yl)ethyl)-2-hydroxy-2-methylpropanamide FC(OC=1C=C(C=CC1)S(=O)(=O)N1C2=C(O[C@H](C1)CCNC(C(C)(C)O)=O)C=CC(=C2)C2=C(C=CC(=C2)F)F)F